dihydro-3H-isothiazole 1-oxide S1(NCCC1)=O